cis-3-(3-bromophenyl)-3-(5-mercapto-4-methyl-4H-1,2,4-Triazol-3-yl)cyclobutanol BrC=1C=C(C=CC1)C1(CC(C1)O)C1=NN=C(N1C)S